2-chloro-N-(3-chloro-2-methylphenyl)-6-({[2-(trifluoromethyl)phenyl]carbonyl}amino)-1H-benzimidazole-4-carboxamide ClC1=NC2=C(N1)C=C(C=C2C(=O)NC2=C(C(=CC=C2)Cl)C)NC(=O)C2=C(C=CC=C2)C(F)(F)F